(S)-1'-(6-((2-amino-3-chloropyridin-4-yl)thio)pyrido[2,3-b]pyrazin-2-yl)-3-methoxy-5,7-dihydrospiro[cyclopenta[b]pyridin-6,4'-piperidin]-5-amine NC1=NC=CC(=C1Cl)SC=1C=CC=2C(=NC=C(N2)N2CCC3(CC2)[C@@H](C=2C(=NC=C(C2)OC)C3)N)N1